CS(C1SCCSC1)C 5-dimethylmercapto-1,4-dithiane